C[Si](C1C2C=CC(C1)C2)(OCC)C 5-(dimethyl-ethoxysilyl)-2-norbornene